2,6-dimethylphenoxy(indenyl)titanium dichloride [Cl-].[Cl-].CC1=C(O[Ti+2]C2C=CC3=CC=CC=C23)C(=CC=C1)C